C1(CCC1)N1C=NC(=C1)NC(C1=CC(=C(C=C1)C)C#CC=1C=NC=CC1)=O N-(1-cyclobutylimidazol-4-yl)-4-methyl-3-[2-(3-pyridinyl)ethynyl]benzamide